N-(1-ethyl-3,5-dimethyl-1H-pyrazol-4-yl)-3,4,5-trimethoxybenzamide C(C)N1N=C(C(=C1C)NC(C1=CC(=C(C(=C1)OC)OC)OC)=O)C